N1=CNC2=C1C=CC=C2S(=O)(=O)[O-] 1,3-benzimidazole-4-sulfonate